CC=1C=C2C=CC=NC2=C(C1)C1=CC=CC=C1 6-Methyl-8-phenylquinoline